NC(C(C1=CC=CC=C1)SC1=C(C(=C(C(=N1)N1CCC(CC1)NC([C@H](CO)NC(OC(C)(C)C)=O)=O)C#N)CC)C#N)=O tert-Butyl ((2S)-1-((1-(6-((2-amino-2-oxo-1-phenylethyl)thio)-3,5-dicyano-4-ethyl pyridin-2-yl)piperidin-4-yl)amino)-3-hydroxy-1-oxopropan-2-yl)carbamate